N-[[4-(5-amino-4-cyano-1-tetrahydropyran-3-yl-pyrazol-3-yl)-3-fluoro-phenyl]methyl]-5-fluoro-2-methoxy-benzamide NC1=C(C(=NN1C1COCCC1)C1=C(C=C(C=C1)CNC(C1=C(C=CC(=C1)F)OC)=O)F)C#N